L-3,6-dichlorocarbazole ClC=1C=CC=2NC3=CC=C(C=C3C2C1)Cl